C(C)(C)(C)OC(=O)N1CC2(C1)OCC(C2)=O 7-oxo-5-oxa-2-azaspiro[3.4]octane-2-carboxylic acid tert-butyl ester